1,2,3,4,4a,9a-hexahydrohexahydromethanoanthraquinone C12C(CCC3C(C4CCCCC4C(C13)=O)=O)C2